CNC(=O)C1CC(N(CC1)C)=O N,1-dimethyl-2-oxopiperidine-4-carboxamide